CC(CCNC1C(CCCC1)N)(C)C N-(3,3-dimethylbutyl)cyclohexane-1,2-diamine